4-[2-tert-butoxyethyl-[4-(5,6,7,8-tetrahydro-1,8-naphthyridin-2-yl)butyl]amino]-2-[(2-chloro-4-fluoro-benzoyl)amino]butanoic acid C(C)(C)(C)OCCN(CCC(C(=O)O)NC(C1=C(C=C(C=C1)F)Cl)=O)CCCCC1=NC=2NCCCC2C=C1